N-[3-fluoro-2-(prop-2-en-1-yloxy)phenyl]-4-hydroxy-2-oxo-1,2,5,6-tetrahydropyridine-3-carbothioamide FC=1C(=C(C=CC1)NC(=S)C=1C(NCCC1O)=O)OCC=C